C(#N)N1[C@@H](CCC1)C(=O)N1CCC2=C(C=CC=C12)C=1C=C(C(=O)NC)C=CC1 3-(1-(cyano-L-prolyl)indolin-4-yl)-N-methylbenzamide